C(C1=CC=CC=C1)OC(=O)N[C@@H](CC(=O)OCC1=CC=CC=C1)C(=O)NCCO[C@H]1[C@@H](O)[C@H](O)[C@H](O)[C@@H](O1)C benzyl (s)-3-{[(benzyloxy)carbonyl]amino}-4-({2-[(α-L-fucopyranosyl) oxy] ethyl}amino)-4-oxobutanoate